ClC1=CC=C(C=C1)[C@@]1(N(C(C2=CC(=CC(=C12)F)C(CC)(O)C1(CCN(CC1)C)F)=O)CC1=NC=C(C=N1)Cl)OC[C@@H](C)O (3R)-3-(4-Chlorophenyl)-2-[(5-chloropyrimidin-2-yl)methyl]-4-fluoro-6-[1-(4-fluoro-1-methylpiperidin-4-yl)-1-hydroxypropyl]-3-[(2R)-2-hydroxypropoxy]-2,3-dihydro-1H-isoindol-1-on